3,9-dioxo-1,11-bis(4-methoxyphenyl)-2,10-bis(4-methoxybenzyl)-4,8-dioxa-2,6,10-triaza-6-methyl-undecane O=C(N(CC1=CC=C(C=C1)OC)CC1=CC=C(C=C1)OC)OCN(COC(N(CC1=CC=C(C=C1)OC)CC1=CC=C(C=C1)OC)=O)C